N=1CCCN2C1CCCCC2 2,3,4,6,7,8,9,10-octahydropyrimido[1,2-A]azepine